NCC1=CC(=CS1)C(=O)N 5-(aminomethyl)thiophene-3-carboxamide